C(OC1(CC2=CC=CC=C2C1)C)(OC1=CC=C(C=C1)[N+](=O)[O-])=O 2-methyl-2,3-dihydro-1H-inden-2-yl (4-nitrophenyl) carbonate